(S)-N-((S)-1-Cyano-2-(2,8-difluoro-6H-benzo[c]chromen-3-yl)ethyl)-1,4-oxazepane-2-carboxamide C(#N)[C@H](CC1=C(C=C2C3=C(COC2=C1)C=C(C=C3)F)F)NC(=O)[C@H]3OCCCNC3